tert-butyl (3S,5R)-3-fluoro-5-[(1-methylpyrazol-4-yl)-(2,2,2-trifluoroacetyl)amino]piperidine-1-carboxylate F[C@@H]1CN(C[C@@H](C1)N(C(C(F)(F)F)=O)C=1C=NN(C1)C)C(=O)OC(C)(C)C